C1(=CC=C(C=C1)C=1C(=CC=2C(C3=CC=CC=C3C2C1)(C1=CC=CC=C1)C1=CC=CC=C1)N)C1=CC=CC=C1 3-([1,1'-biphenyl]-4-yl)-9,9-diphenyl-9H-fluoren-2-amine